2-[(1Z)-5-Fluoro-2-methyl-1-{[4-(1H-pyrrol-1-yl)phenyl]methylidene}-1H-inden-3-yl]-N-hydroxyacetamide FC=1C=C2C(=C(/C(/C2=CC1)=C/C1=CC=C(C=C1)N1C=CC=C1)C)CC(=O)NO